C(C)OC(C(C(C(=O)O)P(=O)(C1=CC=CC=C1)C1=CC=CC=C1)P(=O)(C1=CC=CC=C1)C1=CC=CC=C1)=O 2,3-bis(diphenyl-phosphoryl)succinic acid ethyl ester